(R,2R)-N'-((7-fluoro-5-(2-methoxypyridin-4-yl)-2,3-dihydro-1H-inden-4-yl)carbamoyl)-2-methyl-2,3-dihydropyrazolo[5,1-b]oxazole-7-sulfonimidamide FC=1C=C(C(=C2CCCC12)NC(=O)N=[S@](=O)(N)C=1C=NN2C1O[C@@H](C2)C)C2=CC(=NC=C2)OC